[Cl-].[Cl-].C1(C=CC=C1)[Zr+2]C1(C(=CC=C1)CC)CC (cyclopentadienyl)(diethylcyclopentadienyl)zirconium dichloride